Silicon Hydride Dimethacrylate C(C(=C)C)(=O)O.C(C(=C)C)(=O)O.[SiH4]